ClC1=C(C#N)C=CC(=C1)N1CC2(CC1)CCN(CC2)C(C2=CC=C(C=C2)C(=O)N2CCN(CC2)C2CCN(CC2)C=2C=C1C(N(C(C1=CC2)=O)C2C(NC(CC2)=O)=O)=O)=O 2-chloro-4-(8-(4-(4-(1-(2-(2,6-dioxopiperidin-3-yl)-1,3-dioxoisoindolin-5-yl)piperidin-4-yl)piperazine-1-carbonyl)benzoyl)-2,8-diazaspiro[4.5]decan-2-yl)benzonitrile